(R)-6-(4-(1-acetylpiperazin-2-yl)-6-chloropyridin-2-yl)-N,2-dimethylpyrimidine-4-carboxamide C(C)(=O)N1[C@@H](CNCC1)C1=CC(=NC(=C1)Cl)C1=CC(=NC(=N1)C)C(=O)NC